lithium phosphonosuccinate salt P(=O)(O)(O)C(C(=O)[O-])CC(=O)[O-].[Li+].[Li+]